(1S)-(((2R)-1-(6-((2-((3R,4S)-3-fluoro-4-methoxypiperidin-1-yl)pyrimidin-4-yl)amino)-4-isopropyl-2,7-naphthyridin-1-yl)-2-methylazetidin-3-yl)methyl)(imino)(meth-yl)-λ6-sulfanone F[C@@H]1CN(CC[C@@H]1OC)C1=NC=CC(=N1)NC=1C=C2C(=CN=C(C2=CN1)N1[C@@H](C(C1)C[S@@](=O)(C)=N)C)C(C)C